Cl[Si](CC#N)(C)C 2-(chlorodimethylsilyl)acetonitrile